ClC=1C=C2C(=NC(=NC2=C(C1C1=CC(=CC2=CC=CC=C12)O)F)N1CC(C1)N(C)C)N1C2(CC2)CNCC1 (S or R)-4-(6-chloro-2-(3-(dimethylamino)azetidin-1-yl)-8-fluoro-4-(4,7-diazaspiro[2.5]octan-4-yl)quinazolin-7-yl)naphthalen-2-ol